methyl 4-(acetoxy(3-(4-amino-1-((2R,4S,5R)-4-hydroxy-5-(hydroxymethyl) tetrahydrofuran-2-yl)-2-oxo-1,2-dihydropyrimidin-5-yl) prop-2-yn-1-yl)amino)-4-oxobutanoate C(C)(=O)ON(C(CCC(=O)OC)=O)CC#CC=1C(=NC(N(C1)[C@@H]1O[C@@H]([C@H](C1)O)CO)=O)N